N1CC(CCC1)C1(N(CCC(C1)C(=O)O)C(=O)O)C piperidin-3-yl-methyl-piperidine-1,4-dicarboxylic acid